N-(3-(3-nitro-4-(1-oxo-1,2,3,4-tetrahydroisoquinolin-6-yl)-1H-pyrazol-1-yl)-5-(trifluoromethyl)phenyl)acrylamide [N+](=O)([O-])C1=NN(C=C1C=1C=C2CCNC(C2=CC1)=O)C=1C=C(C=C(C1)C(F)(F)F)NC(C=C)=O